BrC1=CC(=CC(=N1)N1[C@@H]([C@H](OCC1)C)C)CS(=O)(=O)C (2R,3R)-4-(6-bromo-4-((methylsulfonyl)methyl)pyridin-2-yl)-2,3-dimethylmorpholine